CC1(CC2C3(CCCC(CCC12)(C3)C)NC(C)=O)C N-(4,4,8-Trimethyltricyclo[6.3.1.02,5]dodecan-1-yl)acetamide